(2S,11aR)-6-((R)-sec-butoxy)-7-fluoro-2-hydroxy-8-methyl-2,3,11,11a-tetrahydro-1H,5H-benzo[f]pyrrolo[2,1-c][1,4]oxazepine-5-one [C@@H](C)(CC)OC1=C(C(=CC2=C1C(N1[C@@H](CO2)C[C@@H](C1)O)=O)C)F